COC=1C=C(C=CC1)C(/C=C/C1=CC=C(N1C)/C=C/C(=O)O)=O (E)-3-(5-((E)-3-(3-methoxyphenyl)-3-oxoprop-1-en-1-yl)-1-methyl-1H-pyrrol-2-yl)acrylic acid